3-[2,4-bis(trifluoromethyl)phenyl]-7,8-difluoro-1-(prop-2-ynyl)-2,3,4,5-tetrahydro-1H-1-benzazepine-2-One FC(C1=C(C=CC(=C1)C(F)(F)F)C1C(N(C2=C(CC1)C=C(C(=C2)F)F)CC#C)=O)(F)F